methyl 1-({[(1R)-1-(3,5-diethoxy-4-methylphenyl) ethyl] (4-phenylpentyl) carbamoyl} amino)-3,3-difluorocyclobutane-1-carboxylate C(C)OC=1C=C(C=C(C1C)OCC)[C@@H](C)N(C(=O)NC1(CC(C1)(F)F)C(=O)OC)CCCC(C)C1=CC=CC=C1